C1NCC12CC(C2)OC2=C(C=C(C#N)C=C2)F 4-(2-azaspiro[3.3]heptane-6-yloxy)-3-fluoro-benzonitrile